(2S)-3-hydroxy-2-[2-(morpholin-4-yl)acetamido]propanoic acid benzyl ester C(C1=CC=CC=C1)OC([C@H](CO)NC(CN1CCOCC1)=O)=O